(S)-4-(6-chloro-7-(2-fluorophenyl)-1-(2-isopropyl-4-methylpyridin-3-yl)-2-oxo-1,2-Dihydropyrido[2,3-d]pyrimidin-4-yl)-3-methylpiperazine-1-carboxylate ClC1=CC2=C(N(C(N=C2N2[C@H](CN(CC2)C(=O)[O-])C)=O)C=2C(=NC=CC2C)C(C)C)N=C1C1=C(C=CC=C1)F